N-(4-(2-amino-5-(1-(piperidin-4-yl)-1H-pyrazol-4-yl)pyridin-3-yl)-3-fluorophenyl)-6-cyano-5-(4-fluorophenyl)-1-cyclopropyl-4-oxo-1,4-dihydropyridine-3-carboxamide NC1=NC=C(C=C1C1=C(C=C(C=C1)NC(=O)C1=CN(C(=C(C1=O)C1=CC=C(C=C1)F)C#N)C1CC1)F)C=1C=NN(C1)C1CCNCC1